C(C#CCSC1=NN=C(S1)S)SC1=NN=C(S1)S 5,5'-(but-2-yne-1,4-diylbis(sulfanediyl))bis(1,3,4-thiadiazole-2-thiol)